Tert-butyl ((S)-1-((2S,4R)-4-hydroxy-2-(((R)-2-hydroxy-1-(4-(pyrimidin-2-yl)phenyl)ethyl)carbamoyl)pyrrolidin-1-yl)-3-methyl-1-oxobutan-2-yl)carbamate O[C@@H]1C[C@H](N(C1)C([C@H](C(C)C)NC(OC(C)(C)C)=O)=O)C(N[C@@H](CO)C1=CC=C(C=C1)C1=NC=CC=N1)=O